(S)-4-(4-acryloyl-2-methylpiperazin-1-yl)-6-chloro-7-(3-fluoropyridin-4-yl)-1-(2-isopropylphenyl)pyrido[2,3-d]pyrimidin-2(1H)-one C(C=C)(=O)N1C[C@@H](N(CC1)C=1C2=C(N(C(N1)=O)C1=C(C=CC=C1)C(C)C)N=C(C(=C2)Cl)C2=C(C=NC=C2)F)C